FC(C=1C=C2C=CC=NC2=CC1)(C1=NN=C2N1N=C(C=C2)C2=CC=NC=C2)F 6-[di-fluoro(6-pyridin-4-yl[1,2,4]triazolo[4,3-b]pyridazin-3-yl)methyl]quinoline